(1S,2S)-2-(3-chlorophenyl)-N-(4-(((6-cyclopropyl-8-(2-(dimethylamino)ethyl)imidazo[1,2-a]pyridin-2-yl)methyl)amino)pyridin-2-yl)cyclopropane-1-carboxamide ClC=1C=C(C=CC1)[C@@H]1[C@H](C1)C(=O)NC1=NC=CC(=C1)NCC=1N=C2N(C=C(C=C2CCN(C)C)C2CC2)C1